NC1=C(C(=NN1C(C)C)C1=CC=C(C=C1)CC(=O)NC1=CC(=NO1)C12CCC(CC1)(CC2)F)C(=O)N 5-Amino-3-(4-(2-((3-(4-fluorobicyclo[2.2.2]octan-1-yl)isoxazol-5-yl)amino)-2-oxoethyl)phenyl)-1-isopropyl-1H-pyrazole-4-carboxamide